C(C)(=O)O.C(C)(=O)O.OC1=C(CN(CCN)CC2=C(C=CC=C2)O)C=CC=C1 N,N-bis(o-hydroxybenzyl)ethylenediamine diacetic acid